CC(N(C)C(C1=C(C=CC(=C1)F)[N+](=O)[O-])=O)C(=O)O methyl-N-(5-fluoro-2-nitrobenzoyl)-N-methylglycine